tert-butyl (S)-(1-cyano-2-(4'-cyano-[1,1'-biphenyl]-4-yl)ethyl)carbamate C(#N)[C@H](CC1=CC=C(C=C1)C1=CC=C(C=C1)C#N)NC(OC(C)(C)C)=O